sodium chloride potassium salt [K+].[Cl-].[Na+].[Cl-]